Cl.COC1=C(CN2C(C3=CC(=CC=C3C=C2)NN)=N)C=CC(=C1)OC 2-(2,4-dimethoxybenzyl)-7-hydrazinylisoquinolin-1(2H)-imine hydrochloride